FC=1C=C(C(=C2C=C(NC12)S(=O)(=O)N1[C@@H](CCC1)C(F)(F)F)N1N=CC=N1)C(F)(F)F (S)-7-fluoro-4-(2H-1,2,3-triazol-2-yl)-5-(trifluoromethyl)-2-((2-(trifluoromethyl)pyrrolidin-1-yl)sulfonyl)-1H-indole